C(C)(=O)N1N(C(C=C1)=O)CC1=CC=C(C=C1)C1=NOC(=N1)C(F)(F)F 1-acetyl-2-[[4-[5-(trifluoromethyl)-1,2,4-oxadiazol-3-yl]phenyl]methyl]pyrazol-3-one